ClC1=NN(C=C1C1=NC=CC(=N1)NC=1N=CC2=C(C=CC(=C2C1)C(C)C)N1[C@@H]([C@H](C1)CS(=O)(=O)C)C)C1CCC(CC1)=O 4-(3-chloro-4-(4-((5-isopropyl-8-((2R,3S)-2-methyl-3-((methanesulfonyl)methyl)azetidin-1-yl)isoquinolin-3-yl)amino)pyrimidin-2-yl)-1H-pyrazol-1-yl)cyclohexan-1-one